CSC=1N=CC2=C(N1)N(C(=C2)C#N)[C@H]2COCC2 |r| racemic-2-(methylthio)-7-(tetrahydrofuran-3-yl)-7H-pyrrolo[2,3-d]pyrimidine-6-carbonitrile